C12OCC(CC1)(CC2)CO 2-Oxabicyclo[2.2.2]octan-4-ylmethanol